8-Chloro-7-cyclopropylimidazo[1,2-a]pyridine ClC=1C=2N(C=CC1C1CC1)C=CN2